C(C1=CC=CC=C1)OC(=O)NC(C)(C)C1=CC(=[N+](C=C1)[O-])C1=CC=C(C=C1)F 4-(2-(((benzyloxy)carbonyl)amino)propan-2-yl)-2-(4-fluorophenyl)pyridine 1-oxide